1-(3-(3-hydroxypropyl)-5-methoxy-1-methyl-1H-indol-2-yl)naphthalen-2-ol OCCCC1=C(N(C2=CC=C(C=C12)OC)C)C1=C(C=CC2=CC=CC=C12)O